9α-chloro-11β,17α,21-trihydroxy-16β-methylpregna-1,4-diene-3,20-dione C[C@H]1C[C@H]2[C@@H]3CCC4=CC(=O)C=C[C@@]4([C@]3([C@H](C[C@@]2([C@]1(C(=O)CO)O)C)O)Cl)C